tri(2-methyl-1-hexyl) citrate C(CC(O)(C(=O)OCC(CCCC)C)CC(=O)OCC(CCCC)C)(=O)OCC(CCCC)C